[N+](=O)([O-])C1=CC=C(C=C1)OC(=O)N1C[C@@H](CC1)O[Si](C)(C)C(C)(C)C.OC1=CC=C(C=C1)CC=CC 4-hydroxy-3-methylallyl-benzene 4-nitrophenyl-(R)-3-((tert-butyldimethylsilyl)oxy)pyrrolidine-1-carboxylate